stearyl β-(3',5'-di-tert-butyl-4-hydroxyphenyl)propionate C(C)(C)(C)C=1C=C(C=C(C1O)C(C)(C)C)CCC(=O)OCCCCCCCCCCCCCCCCCC